N-[(2-methoxyethoxy)methyl]benzamide COCCOCNC(C1=CC=CC=C1)=O